C(C)(C)(C)OC(=O)N1[C@@H](CN[C@H](C1)C)C (2R,5S)-tert-butyl-2,5-dimethylpiperazine-1-carboxylate